3-(4-(5-(4-ethylbenzyl)-2,4-dioxothiazolidin-3-yl)butanamido)benzoic acid C(C)C1=CC=C(CC2C(N(C(S2)=O)CCCC(=O)NC=2C=C(C(=O)O)C=CC2)=O)C=C1